4-bromo-2-(difluoromethyl)-1-(methyl-d3)-1H-imidazole BrC=1N=C(N(C1)C([2H])([2H])[2H])C(F)F